C(#N)CC1(CCN(CC1)CC1=C(C=CC=C1)I)N1N=C(C(=C1)C(=O)N)NC(=O)C1CC1 1-[4-(cyanomethyl)-1-[(2-iodophenyl)methyl]-4-piperidyl]-3-(cyclopropanecarbonylamino)pyrazole-4-carboxamide